2,5-difluoro-4-sulfamoylbenzoic acid FC1=C(C(=O)O)C=C(C(=C1)S(N)(=O)=O)F